C(C)(C)(C)N1CCN(CC1)C=1C=NN2C1C=CC(=C2)C2=NC1=C(N2)C=CC=C1 tert-butyl-4-(6-(1H-benzo[d]imidazol-2-yl)pyrazolo[1,5-a]pyridin-3-yl)piperazine